(7S,8R)-8-hydroxy-7-((R)-5H-imidazo[5,1-a]isoindol-5-yl)-5,6,7,8-tetrahydroquinoline-3-carbonitrile O[C@@H]1[C@@H](CCC=2C=C(C=NC12)C#N)[C@H]1N2C(C3=CC=CC=C13)=CN=C2